COC1=C2C=CC=C(C2=CC=C1)C1=NC(=NC(=N1)C(Cl)(Cl)Cl)C(Cl)(Cl)Cl 2-(5-methoxy-naphthalen-1-yl)-4,6-bis-trichloromethyl-s-triazine